(R)-N-(1-(4-chlorophenyl)-2,2,2-trifluoroethyl)-N-methylimidazo[1,2-a]pyrimidine-3-sulfonamide ClC1=CC=C(C=C1)[C@H](C(F)(F)F)N(S(=O)(=O)C1=CN=C2N1C=CC=N2)C